CS(=O)(=O)CC=1C=C(OC(CCCNC2=CC=CC=C2)C)C=C(C1)[N+](=O)[O-] (4-{3-[(methylsulfonyl)methyl]-5-nitrophenoxy}pentyl)aniline